4-Amino-8-(1-{5-chloro-2-methoxy-4-methyl-3-[5-(methylsulfonyl)pyridin-3-yl]phenyl}ethyl)pyrido[2,3-d]pyrimidin-5(8H)-one bis(trifluoroacetate) FC(C(=O)O)(F)F.FC(C(=O)O)(F)F.NC=1C2=C(N=CN1)N(C=CC2=O)C(C)C2=C(C(=C(C(=C2)Cl)C)C=2C=NC=C(C2)S(=O)(=O)C)OC